C(C)(=O)N[C@H]1CCC2=C(C3=CC=C(C(C=C13)=O)C(=O)NCC)C(=C(C(=C2)OC)OC)OC (S)-7-acetamido-1,2,3-trimethoxy-N-ethyl-9-oxo-5,6,7,9-tetrahydrobenzo[a]heptalen-10-carboxamide